C(C)(C)(C)NS(=O)(=O)C1=C(C=CC(=C1)NC(=O)NCC1=NC=CC=C1)C1=CN=C(S1)C1CCC(CC1)NC(OC(C)C)=O isopropyl ((1r,4r)-4-(5-(2-(N-(tert-butyl)sulfamoyl)-4-(3-(pyridin-2-ylmethyl)ureido)phenyl)thiazol-2-yl)cyclohexyl)carbamate